OC1=CC(=C(CO)C(=C1)C)C 4-hydroxy-2,6-dimethyl-benzyl alcohol